N[C@@H](CO)C(=O)OCC[N+](C)(C)C choline serineAt